ClC1=C(C=C(C(=O)N2CC=3C(=NN4C3C(N(C[C@H]4C)[C@@H](C)C=4C=NC(=CC4)C(C)(C)O)=O)C[C@H]2C)C=C1F)F |o1:19| (3R,7R)-2-(4-chloro-3,5-difluorobenzoyl)-9-((S*)-1-(6-(2-hydroxypropan-2-yl)pyridin-3-yl)ethyl)-3,7-dimethyl-1,2,3,4,8,9-hexahydropyrido[4',3':3,4]pyrazolo[1,5-a]pyrazin-10(7H)-one